FC1=CC=C2C(=CNC2=C1)C1CCNCC1 6-fluoro-3-(piperidin-4-yl)-1H-indole